C(C)OC=1C=NNC1 4-Ethoxy-1H-pyrazole